ClCC(=O)N1CCN(CC1)S(=O)(=O)C=1SC=CC1 2-chloro-1-(4-(thiophen-2-ylsulfonyl)piperazin-1-yl)ethan-1-one